(S)-1-(2,2-difluoroethyl)-3-(1-(6-ethoxy-5-isopropoxypyridin-2-yl)-2-(methylsulfonyl)ethyl)-6-(2-fluorophenyl)-7-methyl-1H-imidazo[4,5-b]pyridin-2(3H)-one FC(CN1C(N(C2=NC=C(C(=C21)C)C2=C(C=CC=C2)F)[C@H](CS(=O)(=O)C)C2=NC(=C(C=C2)OC(C)C)OCC)=O)F